OC1=C(C(=CC(=C1)C)C)C1=CC=C(N=N1)N1CCCC2CCNC(C12)=O 1-[6-(2-hydroxy-4,6-dimethyl-phenyl)pyridazin-3-yl]-2,3,4,4a,5,6,7,8a-octahydro-1,7-naphthyridin-8-one